OC=1C(=C(C(=O)OC)C=CC1[N+](=O)[O-])CC(=C)C methyl 3-hydroxy-2-(2-methylpropan-2-enyl)-4-nitrobenzoate